5-(8-methyl-2-morpholin-4-yl-9-propan-2-yl-purin-6-yl)pyrimidin-2-amine CC=1N(C2=NC(=NC(=C2N1)C=1C=NC(=NC1)N)N1CCOCC1)C(C)C